C1(=CC=CC=C1)NCCC[Si](OC)(OC)OC N-(phenyl)-gamma-aminopropyltrimethoxysilane